N-cyclopropyl-2-(3-(isoindolin-2-yl-1,1,3,3-d4)-3-oxopropyl)oxazole-4-carboxamide C1(CC1)NC(=O)C=1N=C(OC1)CCC(=O)N1C(C2=CC=CC=C2C1([2H])[2H])([2H])[2H]